Cl.NCCCC(=O)C1=C(C(=C(C=C1)Br)F)F 4-amino-1-(4-bromo-2,3-difluorophenyl)butan-1-one hydrochloride